COC(=O)[C@@H]1C(N[C@H]([C@H]1C1=CC=C(C=C1)OC)C)=O |o1:4,7,8| (3S*,4R*,5S*)-4-(4-methoxy-phenyl)-5-methyl-2-oxopyrrolidine-3-carboxylic acid methyl ester